2,5,8,11,14,17,20,23,26,29-decaazahentriacontan-31-oic acid CNCCNCCNCCNCCNCCNCCNCCNCCNCCNCC(=O)O